BrC=1N=CC=2N(C1)C=C(N2)[C@@H]2N(CC(C2)(C)C)C(=O)OC(C)(C)C |r| rac-tert-butyl 2-{6-bromoimidazo[1,2-a]pyrazin-2-yl}-4,4-dimethylpyrrolidine-1-carboxylate